3-[1-[[[(2-aminoethyl)(1-methylethyl)amino]carbonyl]oxy]-2-methylpropyl]-2-methyl-1-[(2,3,4,9-tetrahydro-9-methyl-4-oxo-1H-carbazol-3-yl)methyl]-1H-imidazolium hydrochloride Cl.NCCN(C(=O)OC(C(C)C)[N+]1=C(N(C=C1)CC1CCC=2N(C3=CC=CC=C3C2C1=O)C)C)C(C)C